C1=NC=CC=2N(C3=C(C=CC21)C=NC=C3)CC3=CC=C(C(=O)NO)C=C3 4-((5H-dipyrido[4,3-b:3',4'-f]azepin-5-yl)methyl)-N-hydroxybenzamide